3-methoxy-5-(5-morpholino-1H-imidazo[4,5-b]pyridin-2-yl)benzene-1,2-diol COC1=C(C(=CC(=C1)C=1NC=2C(=NC(=CC2)N2CCOCC2)N1)O)O